[Na].O[C@@H]1C[C@@H](CC[C@H]1C)NC1=CC(=NC=C1C(=O)N)NC1CCC(CC1)O 4-(((1R,3R,4R)-3-hydroxy-4-methylcyclohexyl)amino)-6-((4-hydroxycyclohexyl)amino)nicotinamide sodium